((R)-1-(2-aminooxazolo[4,5-c]pyridin-7-yl)piperidin-3-yl)(6,8-dichloro-1-methyl-3,4-dihydroisoquinolin-2(1H)-yl)methanone NC=1OC2=C(C=NC=C2N2C[C@@H](CCC2)C(=O)N2C(C3=C(C=C(C=C3CC2)Cl)Cl)C)N1